FC(C=1C=C(C=CC1)CC=1C=2N(C=CC1)N=CC2C(=O)NC21CC(C2)(C1)CC(=O)O)(F)F 2-[3-[[4-[[3-(trifluoromethyl)phenyl]methyl]pyrazolo[1,5-a]pyridine-3-carbonyl]amino]-1-bicyclo[1.1.1]pentyl]acetic acid